FC1(CCN(CC1)C=1C=C(C=C2C=CC(=NC12)O)NC=O)F N-[8-(4,4-difluoropiperidinyl)-2-hydroxy(6-quinolinyl)]formamide